CCCCCC/C=C\\CCCCCCCCCCCC(=O)SCCNC(=O)CCNC(=O)[C@@H](C(C)(C)COP(=O)([O-])OP(=O)([O-])OC[C@@H]1[C@H]([C@H]([C@@H](O1)N2C=NC3=C(N=CN=C32)N)O)OP(=O)([O-])[O-])O The molecule is an acyl-CoA(4-) obtained by deprotonation of the phosphate and diphosphate OH groups of (13Z)-icosenoyl-CoA; major species at pH 7.3. It is a conjugate base of a (13Z)-icosenoyl-CoA.